COC=1C(=CC2=C(N(C=N2)COCC[Si](C)(C)C)C1)NC=1N=NC(=CC1C(=O)N(CC(F)(F)F)C)C 3-[[6-methoxy-1-(2-trimethylsilylethoxymethyl)benzimidazol-5-yl]amino]-N,6-dimethyl-N-(2,2,2-trifluoroethyl)pyridazine-4-carboxamide